CN1[C@H](CCC1)COC=1C=C(N)C=C(C1)C(F)(F)F (R)-3-((1-methylpyrrolidin-2-yl)methoxy)-5-(trifluoromethyl)aniline